sodium bismuth potassium [K].[Bi].[Na]